[F-].C(C)[N+]1=CC(=CC=C1)CCCC 1-Ethyl-3-butylpyridinium fluoride